methyl 5-fluoro-2-(methoxy-d3)benzoate FC=1C=CC(=C(C(=O)OC)C1)OC([2H])([2H])[2H]